C1(=CC=CC=C1)[B-](C1=CC=CC=C1)(C1=CC=CC=C1)C1=CC=CC=C1.C(C)(C)(C)[PH+](C)C(C)(C)C bis(tertiary butyl)methylphosphonium tetraphenylborate